C(C)(C)(C)OC(=O)N1CC2=NC=C(C=C2C1)Br tert-butyl-3-bromo-5,7-dihydropyrrolo[3,4-b]pyridine-6-carboxylate